(R)-2-bromo-N-(5-(cyclopropylmethoxy)pyridin-2-yl)propanamide methyl-4-chlorothiophene-2-carboxylate COC(=O)C=1SC=C(C1)Cl.Br[C@@H](C(=O)NC1=NC=C(C=C1)OCC1CC1)C